C1(CCCCC1)C(=O)OC1=C(C=CC=C1)CC(=O)OCCl 2-(2-(Chloromethoxy)-2-oxoethyl)phenyl cyclohexanecarboxylate